NC1=NC=NN2C1=C(C(=N2)C2=CC=C(C=C2)NC(C(=C)F)=O)C2=CC(=C(C(=O)NC(C(F)F)C)C=C2)OC 4-(4-amino-6-(4-(2-fluoroacrylamido)phenyl)pyrazolo[5,1-f][1,2,4]triazin-5-yl)-N-(1,1-difluoropropan-2-yl)-2-methoxybenzamide